2-cyano-6-(3-(dimethylamino)azetidin-1-yl)pyridine tert-butyl-(2-(2-(2-(2-((2,4-dinitrophenyl)amino)ethoxy)ethoxy)ethoxy)ethyl)carbamate C(C)(C)(C)N(C(O)=O)CCOCCOCCOCCNC1=C(C=C(C=C1)[N+](=O)[O-])[N+](=O)[O-].C(#N)C1=NC(=CC=C1)N1CC(C1)N(C)C